(E)-(3-(trifluoromethoxy)prop-1-en-1-yl)benzene FC(OC/C=C/C1=CC=CC=C1)(F)F